N[C@H](C(=O)N(C)[C@H](C(=O)N1C[C@]2(C[C@H]1C(=O)N)C(NC1=C(O2)C=C(C=C1F)F)=O)CC1CC1)C (2R,5'S)-1'-((S)-2-((S)-2-amino-N-methylpropanamido)-3-cyclopropylpropanoyl)-5,7-difluoro-3-oxo-3,4-dihydrospiro[benzo[b][1,4]oxazine-2,3'-pyrrolidine]-5'-carboxamide